5-((6,7-difluoro-1H-indol-5-yl)oxy)-2-fluorobenzonitrile FC1=C(C=C2C=CNC2=C1F)OC=1C=CC(=C(C#N)C1)F